1,3-divinyl-1,3-dimethyl-1,3-disiloxetane C(=C)[Si]1(O[Si](C1)(C)C=C)C